1-piperidinecarboxylic acid-2-(2-hydroxyethyl)-1-methylpropyl ester OCCC(C(C)OC(=O)N1CCCCC1)C